(7aR,10aS)-5-bromo-4-fluoro-2-(((2R,7aS)-2-fluorotetrahydro-1H-pyrrolizin-7a(5H)-yl)methoxy)-11-methyl-7a,8,9,10,10a,11-hexahydrocyclopenta[2,3][1,4]oxazepino[5,6,7-de]quinazoline BrC=1C=C2C3=C(N=C(N=C3C1F)OC[C@]13CCCN3C[C@@H](C1)F)N([C@@H]1[C@H](O2)CCC1)C